3-(tert-butoxycarbonyl)-3,8-diazabicyclo[3.2.1]Octane C(C)(C)(C)OC(=O)N1CC2CCC(C1)N2